3-(4-{4-[(3S)-3-methylpiperazine-1-carbonyl]-1,3-thiazol-2-yl}-1H-pyrazol-1-yl)pyridazine C[C@H]1CN(CCN1)C(=O)C=1N=C(SC1)C=1C=NN(C1)C=1N=NC=CC1